NC1=NC(=NC2=C(C=CC=C12)C1=NC=CC(=C1)NC(C=C)=O)NC1=CC=C(C=C1)N1CCN(CC1)C N-(2-(4-amino-2-((4-(4-methylpiperazin-1-yl)phenyl)amino)quinazolin-8-yl)pyridin-4-yl)acrylamide